[PH2+]1CCCC1 Phospholanium